COC1=C(CNS(=O)(=O)C2=C(C=CC(=C2)[N+](=O)[O-])N2N=CC(=C2)CC(F)(F)F)C=CC(=C1)OC N-(2,4-dimethoxybenzyl)-5-nitro-2-[4-(2,2,2-trifluoroethyl)-1H-pyrazol-1-yl]benzenesulfonamide